4-acetyl-4'-pentanoyl-biphenyl C(C)(=O)C1=CC=C(C=C1)C1=CC=C(C=C1)C(CCCC)=O